C(N)(OC(C1=C(C=C(C=C1)C=1C=NN(C1)C1=C(C=C(C=C1F)C(C)C)F)C)C)=O Methyl-[[4-[1-(2,6-difluoro-4-isopropyl-phenyl) pyrazol-4-yl]-2-methyl-phenyl] methyl] carbamate